C(CC(C)C)OC1=C(C=CC=C1)N1CCN(CC1)CC(COC1=C(N=CS1)C)O (4-(2-(isopentyloxy)phenyl)piperazin-1-yl)-3-((4-methylthiazol-5-yl)oxy)propan-2-ol